ClC1=CC=C(OCCC(=O)N2CCC(CC2)C(=O)N)C=C1 1-(3-(4-chlorophenoxy)propanoyl)piperidine-4-carboxamide